C1(CC1)C1(C(NC(N1)=O)=O)C1=CC(=C(C=C1)C(=O)N1CCN(CC1)C1=NC=C(C=C1C)C1CC1)F 5-cyclopropyl-5-{4-[4-(5-cyclopropyl-3-methylpyridin-2-yl)piperazine-1-carbonyl]-3-fluorophenyl}imidazolidine-2,4-dione